4,5,6,7-tetrachloro-3',6'-dihydroxy-2',4',5',7'-tetraiodo-3H-spiro[[2]benzofuran-1,9'-xanthen]-3-one ClC1=C(C(=C(C2=C1C(OC21C2=CC(=C(C(=C2OC=2C(=C(C(=CC12)I)O)I)I)O)I)=O)Cl)Cl)Cl